CC1C(OC(C(O1)=S)C)=O 3,6-dimethyl-5-thioxo-1,4-dioxan-2-one